C(CCCCCCCCCCC)NC(CCCSCCC(=O)OCCCCCCCCCCCCCCCC)=N hexadecyl 3-((4-(dodecylamino)-4-iminobutyl)thio)propanoate